4-(3,3-difluoropyrrolidin-1-yl)-2-(1-(hydroxymethyl)-7-azabicyclo[2.2.1]heptane-7-carbonyl)-4-methylpent-2-enenitrile FC1(CN(CC1)C(C=C(C#N)C(=O)N1C2(CCC1CC2)CO)(C)C)F